C(#N)C[C@@H]1N(CCN(C1)C1=NC(=NC2=C(C(=CC=C12)C1=CC(=CC2=CC=CC(=C12)C#C)OCOC)F)OCC12CCCN2CCC1)C(=O)OC(C)(C)C tert-butyl (S)-2-(cyanomethyl)-4-(7-(8-ethynyl-3-(methoxymethoxy)naphthalen-1-yl)-8-fluoro-2-((tetrahydro-1H-pyrrolizin-7a(5H)-yl)methoxy)quinazoline-4-yl)piperazine-1-carboxylate